C(CC)C1C2CCCC(C2CC1)=O 7-propylbicyclo[4.3.0]-2-nonanone